(R)-2-methyl-N-[(2S)-3-methyl-2-butyl]-2-propanesulfenamide CC(C)(C)SN[C@@H](C)C(C)C